C(C)OC(\C=C(\C(F)(F)F)/N)=O (2Z)-3-amino-4,4,4-trifluorobut-2-enoic acid ethyl ester